2-methyl-1,3-propanediol adipate C(CCCCC(=O)O)(=O)O.CC(CO)CO